2-amino-3-methyl-N-((1R)-1-(5-methyl-1,2-oxazol-3-yl)ethyl)-N-((5-(trifluoromethyl)-2-pyridinyl)methyl)-6-quinolinecarboxamide NC1=NC2=CC=C(C=C2C=C1C)C(=O)N(CC1=NC=C(C=C1)C(F)(F)F)[C@H](C)C1=NOC(=C1)C